N1CC(C1)OC1=CC(=NC=C1)C1CC1 4-(azetidin-3-yloxy)-2-cyclopropyl-pyridine